[Cl-].C[N+](CCC[Si](OC)(OC)OC)(CCCCCCCCCCCCCCCCC)C dimethylheptadecyl-[3-(trimethoxysilyl)propyl]ammonium chloride